5-((1-(2-nitrobenzyl)-4-hydroxypiperidin-4-yl)methyl)-1-(4-fluorophenyl)-1,5-dihydro-4H-pyrazolo[3,4-d]pyrimidin-4-one [N+](=O)([O-])C1=C(CN2CCC(CC2)(O)CN2C=NC3=C(C2=O)C=NN3C3=CC=C(C=C3)F)C=CC=C1